N1=C(NCC2=CC=CC=C12)SCC1(N2C(SC1)=NC1=C2C=C(C(=C1)OC)OC)O 3-(((3,4-dihydroquinazolin-2-yl)thio)methyl)-6,7-dimethoxy-2,3-dihydrobenzo[4,5]imidazo[2,1-b]thiazol-3-ol